N1=C(C=CC=C1)SSO (pyridine-2-yl-disulphanyl) alcohol